((2S,4S)-2,4-dimethylazetidin-1-yl)((6aR,9R)-4,6,6a,7,8,9-hexahydroindolo[4,3-fg]quinolin-9-yl)methanone C[C@@H]1N([C@H](C1)C)C(=O)[C@H]1CN[C@@H]2CC=3C4=C(C2=C1)C=CC=C4NC3